NC=1C(NC2=C(C(=CN=C2C1C1=C2C=NNC2=C(C=C1)F)C)C)=O 3-Amino-4-(7-fluoro-1H-indazol-4-yl)-7,8-dimethyl-1H-1,5-naphthyridin-2-one